tert-butyl N-[(1S,3R)-3-[[3-[N'-(2-chloro-5-fluoro-phenyl)carbamimidoyl]-6-[2-[(dimethylamino)methyl]phenyl]pyrrolo[1,2-b]pyridazin-4-yl]amino]cyclopentyl]carbamate ClC1=C(C=C(C=C1)F)N=C(N)C1=C(C=2N(N=C1)C=C(C2)C2=C(C=CC=C2)CN(C)C)N[C@H]2C[C@H](CC2)NC(OC(C)(C)C)=O